C(C)(=O)N(C(C)=O)C1=NC=C(C=C1F)C1=CCCC1=O N-acetyl-N-[3-fluoro-5-(5-oxocyclopent-1-en-1-yl)pyridin-2-yl]acetamide